tert-butyl (2-(3-((2-((4-(3-(2-methoxypyridin-4-yl)phenyl)thiazol-2-yl)amino)-2-oxoethyl)carbamoyl)phenyl)-2-methylpropyl)carbamate COC1=NC=CC(=C1)C=1C=C(C=CC1)C=1N=C(SC1)NC(CNC(=O)C=1C=C(C=CC1)C(CNC(OC(C)(C)C)=O)(C)C)=O